N-(4-(4-amino-7-methyl-5-((R)-4-((R)-2-methylpiperidine-1-carbonyl)cyclohex-1-en-1-yl)-7H-pyrrolo[2,3-d]pyrimidin-6-yl)phenyl)methacrylamide NC=1C2=C(N=CN1)N(C(=C2C2=CC[C@@H](CC2)C(=O)N2[C@@H](CCCC2)C)C2=CC=C(C=C2)NC(C(=C)C)=O)C